(R)-6-chloro-1-(4-hydroxy-phenyl)-7-(2-(((3-methyl-pyridin-2-yl)oxy)methyl)pyrrolidin-1-yl)-4-oxo-1,4-dihydro-quinoline-3-carboxylic acid ClC=1C=C2C(C(=CN(C2=CC1N1[C@H](CCC1)COC1=NC=CC=C1C)C1=CC=C(C=C1)O)C(=O)O)=O